trans-rac-4-methoxypiperidin-3-ol CO[C@H]1[C@@H](CNCC1)O |r|